4-isocyanato-1,2,3,5,6,7-hexahydro-S-indacene N(=C=O)C1=C2CCCC2=CC=2CCCC12